O=C1NC(CCC1C1=NN(C2=CC(=CC=C12)N1C2(CCC2)CC(CC1)N(C(OC(C)(C)C)=O)C)C)=O tert-Butyl N-[5-[3-(2,6-dioxo-3-piperidyl)-1-methyl-indazol-6-yl]-5-azaspiro[3.5]nonan-8-yl]-N-methyl-carbamate